ClC=1C=C(C=C2C(=NC=NC12)C)C=1C(=NC(=NC1)NC1CC1)C1=CC=CC=C1 5-(8-chloro-4-methyl-quinazolin-6-yl)-N-cyclopropyl-4-phenylpyrimidin-2-amine